(2S,5R)-5-(2-chlorophenyl)-1-(3-methoxy-4-(5-methoxypyridin-3-yl)benzoyl)pyrrolidine-2-carboxylic acid ClC1=C(C=CC=C1)[C@H]1CC[C@H](N1C(C1=CC(=C(C=C1)C=1C=NC=C(C1)OC)OC)=O)C(=O)O